FC1=CC(=C2C=C(NC2=C1)C)OC 6-Fluoro-4-methoxy-2-methyl-indol